6-N-[(1-aminocyclopropyl)methyl]-1-methyl-4-N-[4-(trifluoromethyl)phenyl]pyrazolo[3,4-d]pyrimidine-4,6-diamine NC1(CC1)CNC1=NC(=C2C(=N1)N(N=C2)C)NC2=CC=C(C=C2)C(F)(F)F